C(C1=CC=CC=C1)OC1=C(C(=C2C[C@@H](N(C2=C1)C(=O)OC(C)(C)C)CN(CCCC(F)F)C(=O)OC(C)(C)C)F)NCC(=O)OC(C)(C)C tert-butyl (2R)-6-(benzyloxy)-2-{[(tert-butoxycarbonyl)(4,4-difluorobutyl)amino]methyl}-5-[(2-tert-butoxy-2-oxoethyl)amino]-4-fluoro-2,3-dihydro-1H-indole-1-carboxylate